C(C=C)(=O)N1CCN(CC1)C1(CCCCC1)C1=CC=C(C=C1)[C@H](C)NC=1N=CC2=C(N1)N(C(C=C2)=O)C(C)C 2-{[(1S)-1-{4-[1-(4-acryloylpiperazin-1-yl)cyclohexyl]phenyl}ethyl]amino}-8-(propan-2-yl)pyrido[2,3-d]pyrimidin-7(8H)-one